C(C)N1C(NC2=CC(=CC=C2C1)CN1CCN(CC1)C1=C(C=C(C(=O)NC)C=C1)F)=O 4-(4-((3-ethyl-2-oxo-1,2,3,4-tetrahydroquinazolin-7-yl)methyl)piperazin-1-yl)-3-fluoro-N-methylbenzamide